5-chloropentan-2-one-4,4,5,5-d4 ClC(C(CC(C)=O)([2H])[2H])([2H])[2H]